ClC=1C(=C(C=CC1)[C@@H]1N(OCC1)C1=CC(=NC=N1)NC=1C(=CC(=C(C1)NC(C=C)=O)N1CCC(CC1)N1CCN(CC1)C1CC1)OC)F N-(5-((6-((R)-3-(3-chloro-2-fluorophenyl)isoxazolidine-2-yl)pyrimidine-4-yl)amino)-2-(4-(4-cyclopropylpiperazine-1-yl)piperidine-1-yl)-4-methoxyphenyl)acrylamide